5-{[(±)-trans-4-phenylpyrrolidin-3-yl]oxy}isoquinoline dihydrochloride Cl.Cl.C1(=CC=CC=C1)[C@H]1[C@@H](CNC1)OC1=C2C=CN=CC2=CC=C1 |r|